3-(2-(1,3,5-triazin-2-yl)pyridin-4-yl)-5-(trifluoromethyl)-1,2,4-oxadiazole N1=C(N=CN=C1)C1=NC=CC(=C1)C1=NOC(=N1)C(F)(F)F